1-Naphthaldehyde oxime C1(=CC=CC2=CC=CC=C12)C=NO